Aluminum alloyl-carbon C(C=C)(=O)[C].[Al]